C1(=CC=CC=C1)C1=NC(=NC(=N1)C1=CC=CC=C1)C1=C(C=CC=C1)C1=CC=2C3(C4=CC=C(C=C4C2C=C1)C1=CC=C(C#N)C=C1)CCCC3 4-(2'-(2-(4,6-diphenyl-1,3,5-triazin-2-yl)phenyl)spiro[cyclopentane-1,9'-fluoren]-6'-yl)benzonitrile